COC1=C(C=C2C(=NC=NC2=C1)C=1C(=NN(C1)C)C1=CC=CC=C1)NC(=O)C1CC1 N-(7-methoxy-4-(1-methyl-3-phenyl-1H-pyrazol-4-yl)quinazolin-6-yl)cyclopropanecarboxamide